OC=1C=C2C=CC=3OCC=CC3C2=CC1C(=O)OCCC 8-hydroxy-9-carbopropoxy-3H-naphtho[2,1-b]pyrane